4-amino-8-(4-fluoro-2-pyridinyl)-2-oxo-N-propyl-1H-quinoline-3-carboxamide NC1=C(C(NC2=C(C=CC=C12)C1=NC=CC(=C1)F)=O)C(=O)NCCC